BrC=1C(=NC=CC1)CC1N(C(C2=CC=CC=C12)=O)CC1CC(C1)=C 3-((3-bromopyridin-2-yl)methyl)-2-((3-methylenecyclobutyl)methyl)isoindolin-1-one